8-chloro-1,2,3,5,6,7-hexahydros-indacen-4-amine ClC1=C2CCCC2=C(C=2CCCC12)N